FC=1C=C2CC(CN3C2=C(C1F)C=C3)NC(OC(C)(C)C)=O tert-butyl (8,9-difluoro-5,6-dihydro-4H-pyrrolo[3,2,1-ij]quinolin-5-yl)carbamate